NC=1C(=NC(=CN1)C1=C(C=CC(=C1)C(C(F)F)(CO)O)C([2H])([2H])[2H])C(=O)O 3-amino-6-(5-(1,1-difluoro-2,3-dihydroxypropan-2-yl)-2-(methyl-d3)phenyl)pyrazine-2-carboxylic acid